The molecule is an organic cation obtained by protonation of one of the three ring nitrogens of melamine. It is the major microspecies at pH 7.3 (according to Marvin v 6.2.0.). It has a role as a xenobiotic metabolite. It is a conjugate acid of a melamine. C1(=[NH+]C(=NC(=N1)N)N)N